The molecule is a monocarboxylic acid anion that results from the removal of a proton from the carboxylic acid group of 3-chloroacrylic acid. It is a conjugate base of a 3-chloroacrylic acid. C(=C/Cl)\\C(=O)[O-]